C(CCCCCCC\C=C/C\C=C/CCCCC)C1(OCC(O1)CCN(C)C)CCCCCCCC\C=C/C\C=C/CCCCC 2-(2,2-bis((9Z,12Z)-octadeca-9,12-dien-1-yl)-1,3-dioxacyclopent-4-yl)-N,N-dimethylethylamine